di(2,2-dimethylhexyl) malonate C(CC(=O)OCC(CCCC)(C)C)(=O)OCC(CCCC)(C)C